C(C)(=O)ON=C methanone-1-(O-acetyloxime)